ClC=1C=C(C=CC1N1C(N(C=C1)C)=O)C1=C(C(=CC(=C1)F)C1=CC(=NC=C1)N1C(CN(CC1)C(=O)OC(C)(C)C)=O)OC tert-butyl 4-(4-(3'-chloro-5-fluoro-2-methoxy-4'-(3-methyl-2-oxo-2,3-dihydro-1H-imidazol-1-yl)-[1,1'-biphenyl]-3-yl)pyridin-2-yl)-3-oxopiperazine-1-carboxylate